C1(=CC=CC=C1)C1=NC=C(C=C1)C1=CC=CC=C1 2,5-Diphenylpyridin